3-(4-((2-cyclopropylethyl)((1S,4s)-4-((R)-3-(trifluoromethyl)pyrrolidin-1-yl)cyclohexyl)amino)-1-oxoisoindolin-2-yl)piperidine-2,6-dione bis(2,2,2-trifluoroacetate) FC(C(=O)O)(F)F.FC(C(=O)O)(F)F.C1(CC1)CCN(C1=C2CN(C(C2=CC=C1)=O)C1C(NC(CC1)=O)=O)C1CCC(CC1)N1C[C@@H](CC1)C(F)(F)F